N-[5-[2-benzoylamino-4-pyridinyl]-4-(3,5-dimethylphenyl)-1,3-thiazol-2-yl]acetamide C(C1=CC=CC=C1)(=O)NC1=NC=CC(=C1)C1=C(N=C(S1)NC(C)=O)C1=CC(=CC(=C1)C)C